C1(=NC=CC2=CC=CC=C12)C=1C=C2CN(C(C2=CC1)=O)C1C(NC(CC1)=O)=O 3-(5-(isoquinolin-1-yl)-1-oxoisoindolin-2-yl)piperidine-2,6-dione